2-amino-5-carbamoyl-1H-benzo[d]imidazole NC1=NC2=C(N1)C=CC(=C2)C(N)=O